COC=1N=C2C(=CC=NC2=CC1OC)OC1=C(C=C(C=C1)NC(=O)C1=CN(C(=C(C1=O)C1=CSC=C1)C)CCF)F N-[4-[(6,7-Dimethoxy-1,5-naphthyridin-4-yl)oxy]-3-fluorophenyl]-1-(2-fluoroethyl)-6-methyl-4-oxo-5-thiophen-3-ylpyridine-3-carboxamide